ClC1=C(CN2C(N(C(C3=CC=C(C=C23)C(=O)N)C)C)=O)C(=CC=C1)F 1-(2-chloro-6-fluorobenzyl)-3,4-dimethyl-2-oxo-1,2,3,4-tetrahydroquinazoline-7-carboxamide